tertbutyl-3-[(6-phenylpyridazin-3-yl)amino]benzamide C(C)(C)(C)C1=C(C(=O)N)C=CC=C1NC=1N=NC(=CC1)C1=CC=CC=C1